SC(C(=O)O)(C)C.SC(C(=O)O)(C)C.SC(C(=O)O)(C)C.C(O)C(CC)(CO)CO trimethylolpropane tris(2-mercaptoisobutyrate)